C(C)[C@H]1C(C(CC=C1)=O)C=1SC=CC1 Ethyl-(R)-3-oxo-2-(thiophen-2-yl)-2,3-dihydro-1H-benzol